bis(4-hydroxy-3-bromophenyl)fluorene OC1=C(C=C(C=C1)C1=C(C=2CC3=CC=CC=C3C2C=C1)C1=CC(=C(C=C1)O)Br)Br